BrC(C(=O)[O-])(C)C α-bromoisobutyrate